BrC1=C2N(C=3C(=C(C=C(C13)OCC#N)Cl)Cl)CCN(C2=O)CCOC2OCCCC2 2-[[10-Bromo-6,7-dichloro-1-oxo-2-(2-tetrahydropyran-2-yloxyethyl)-3,4-dihydropyrazino[1,2-a]indol-9-yl]oxy]acetonitrile